1-(2-bromoethyl)indoline-2,3-dione BrCCN1C(C(C2=CC=CC=C12)=O)=O